C(C)[O-].[Ti+4].C(C)[O-].C(C)[O-].C(C)[O-] Titanium(IV) ethanolate